ClC1=CC(=C(C=C1)C1(OC2=C(O1)C=CC=C2C2CCN(CC2)CC2=NC=C(C#N)C=C2CCOC)C)F 6-((4-(2-(4-chloro-2-fluorophenyl)-2-methylbenzo[d][1,3]dioxol-4-yl)piperidin-1-yl)methyl)-5-(2-methoxyethyl)nicotinonitrile